ClC=1C2=C(N=CN1)SC(=C2C)C 4-chloro-5,6-dimethylthieno[2,3-d]pyrimidine